BrC=1C=C(C=C(C1OCCOC(C(=C)C)=O)Br)C(C)(C)C1=CC(=C(C(=C1)Br)OCCOC(C(=C)C)=O)Br 2,2-bis(3,5-dibromo-4-methacryloxyethoxyphenyl)propane